N1=CC=C(C=C1)C=1N=C(C2=C(N1)C=NC=C2)N2CCC1(CCN(C1)[C@@H](CO)C)CC2 (R)-2-(8-(2-(pyridin-4-yl)pyrido[3,4-d]pyrimidin-4-yl)-2,8-diazaspiro[4.5]decan-2-yl)propan-1-ol